CC1=CC=C(C=C1)C(=O)N p-toluenemethanamide